methyl 2-(5-{3-[5-(9-aminononyl)pyridin-3-yl]benzamido}-2-oxopyridin-1-yl)acetate hydrochloride Cl.NCCCCCCCCCC=1C=C(C=NC1)C=1C=C(C(=O)NC=2C=CC(N(C2)CC(=O)OC)=O)C=CC1